O[C@@]1([C@H](CCC1)N1C(C(=CC2=C1N=C(N=C2)NC2(CCN(CC2)S(=O)(=O)C)[2H])C([2H])(F)F)=O)C (+)-8-((1S,2S)-2-hydroxy-2-methylcyclopentyl)-6-(difluoromethyl-d)-2-((1-(methylsulfonyl)piperidin-4-yl-4-d)-amino)pyrido[2,3-d]pyrimidin-7(8H)-one